N-(4-(furan-2-yl)-5-(4-methyl-quinazolin-6-yl)pyrimidin-2-yl)cyclopropylthiocarboxamide O1C(=CC=C1)C1=NC(=NC=C1C=1C=C2C(=NC=NC2=CC1)C)NC(=S)C1CC1